N-(5-methoxy-2-methyl-[1,2,4]triazolo[1,5-a]pyrimidin-6-yl)-4-(4,7-diazaspiro[2.5]octan-7-yl)-2,3-dihydro-1H-pyrrolo[2,3-b]pyridine-1-carboxamide 2,2,2-trifluoroacetate FC(C(=O)O)(F)F.COC1=NC=2N(C=C1NC(=O)N1CCC=3C1=NC=CC3N3CCNC1(CC1)C3)N=C(N2)C